1,8-diisocyanatomethyl-octane N(=C=O)CCCCCCCCCCN=C=O